Benzofuro[2,3-b]pyridine N1=C2C(=CC=C1)C1=C(O2)C=CC=C1